FC1(CCOCC1)C(=O)N(C=1C=C2C(=NC1)N=C(N2)C2=NNC=1C[C@@]3([C@H](CC21)C3)C)C 4-Fluoro-N-methyl-N-(2-((4aS,5aR)-5a-methyl-1,4,4a,5,5a,6-hexahydrocyclopropa[f]indazol-3-yl)-1H-imidazo[4,5-b]pyridin-6-yl)tetrahydro-2H-pyran-4-carboxamide